2,2'-((6-(((6-(5-amino-3-methyl-1H-pyrazol-1-yl)pyridin-3-yl)methyl)amino)-9-ethyl-9H-purin-2-yl)azanediyl)bis(ethan-1-ol) NC1=CC(=NN1C1=CC=C(C=N1)CNC1=C2N=CN(C2=NC(=N1)N(CCO)CCO)CC)C